N,N'-di(4-hexyl)-1,2-diaminocyclohexane CCCC(CC)NC1C(CCCC1)NC(CCC)CC